cis-rac-N-(6-methoxy-2-methylpyridin-3-yl)-2-(((3R,4R)-3-methyltetrahydro-2H-pyran-4-yl)amino)-4-(trifluoromethyl)benzamide COC1=CC=C(C(=N1)C)NC(C1=C(C=C(C=C1)C(F)(F)F)N[C@H]1[C@H](COCC1)C)=O |r|